((2S,3R,4R)-4-(4-methylbenzyl)-2-(3,4,5-trimethoxyphenyl)tetrahydrofuran-3-yl)methyl-2-methylbut-2-enoate CC1=CC=C(C[C@@H]2[C@@H]([C@H](OC2)C2=CC(=C(C(=C2)OC)OC)OC)COC(C(=CC)C)=O)C=C1